S1N=CC=C1C1=CC2=C(NC(=N2)NC(OC)=O)C=C1 Methyl (5-(isothiazol-5-yl)-1H-benzo[d]imidazol-2-yl)carbamate